[N+](=O)([O-])C1=CC=C(C=C1)C1=NN=CO1 5-(4-nitrophenyl)-1,3,4-oxadiazole